C(C(C)C)(=O)O[C@H]1OC[C@H](C2=C1NC(C=1C=C(C(=CC21)F)F)=O)N(C(=O)C=2NC1=CC(=C(C=C1C2)F)F)C (1S,4R)-1-(5,6-difluoro-N-methyl-1H-indole-2-carboxamido)-8,9-difluoro-6-oxo-1,4,5,6-tetrahydro-2H-pyrano[3,4-c]isoquinolin-4-yl isobutyrate